O1C=C(C=C1)C(=O)NC=1C=C2C(=CNC2=CC1)C1CCN(CC1)C(C)C 5-(3-furoyl)amino-3-(1-isopropylpiperidin-4-yl)-1H-indole